((3aR,4R,6R,6aR)-6-(4-aminopyrrolo[2,1-f][1,2,4]triazin-7-yl)-6-cyano-2,2-dimethyltetrahydrofuro[3,4-d][1,3]dioxol-4-yl)methyl spiro[3.3]heptane-2-carboxylate C1C(CC12CCC2)C(=O)OC[C@H]2O[C@@]([C@@H]1OC(O[C@@H]12)(C)C)(C#N)C1=CC=C2C(=NC=NN21)N